ethyl (7S)-9-(2,6-difluorophenyl)-7-methyl-13-oxa-18-thia-2,3,5,8-tetrazatetracyclo[8.8.0.02,6.011,17]octadeca-1(10),3,5,8,11(17)-pentaene-4-carboxylate FC1=C(C(=CC=C1)F)C1=N[C@H](C2=NC(=NN2C=2SC=3CCCOCC3C12)C(=O)OCC)C